N1C=C2C(=NNC3=NC=NC1=C23)N 1,5-dihydro-1,4,5,6,8-pentaaza-acenaphthylen-3-amine